FC1=C(C=C(C=C1)F)[C@@H]1N(OCC1)C1=CC(=NC=N1)NC=1C(=CC(=C(C1)NC(C=C)=O)N1CCC(CC1)N1CCN(CC1)CC)OC N-(5-((6-((R)-3-(2,5-difluorophenyl)isoxazolidine-2-yl)pyrimidine-4-yl)amino)-2-(4-(4-ethylpiperazine-1-yl)piperidine-1-yl)-4-methoxyphenyl)acrylamide